C(C)(C)(C)OC(N(C)CC=1C=CC2=C(N=C(O2)C2=CN=C(C3=CN=C(C=C23)NC2=NC(=CC=C2)OCCCCCl)NC)C1)=O.OCCC(=O)NC1COC1 3-hydroxy-N-(oxetan-3-yl)propanamide tert-butyl-((2-(6-((6-(4-chlorobutoxy)pyridin-2-yl)amino)-1-(methylamino)-2,7-naphthyridin-4-yl)benzo[d]oxazol-5-yl)methyl)(methyl)carbamate